FC=1C=C(CN2C(=NC3=C2C=CC=C3)N3CCC(CC3)OC=3C2=C(N=CN3)N(C=C2)C2=CC(=CC=C2)F)C=CC1 4-((1-(1-(3-fluorobenzyl)-1H-benzo[d]imidazol-2-yl)piperidin-4-yl)oxy)-7-(3-fluorophenyl)-7H-pyrrolo[2,3-d]pyrimidine